[N-]=C=O.[N-]=C=O.[N-]=C=O.C1(=CC=CC=C1)C(C1=CC=CC=C1)C1=CC=CC=C1 triphenylmethane triisocyanate